[(2S,4S,6R)-1-Benzyl-4-[(tert-butyldimethylsilyl)oxy]-6-methylpiperidin-2-yl]methanol C(C1=CC=CC=C1)N1[C@@H](C[C@H](C[C@H]1C)O[Si](C)(C)C(C)(C)C)CO